4-((5-chlorobenzo[d]oxazol-2-yl)methoxy)-3-methoxybenzaldehyde ClC=1C=CC2=C(N=C(O2)COC2=C(C=C(C=O)C=C2)OC)C1